NC=1SC2=C(N1)C=CC(=C2)C=2C=NC(=C(C(=O)NCC1=C(C=CC=C1)OCC1CC1)C2)OC 5-(2-aminobenzo[d]thiazol-6-yl)-N-(2-(cyclopropylmethoxy)benzyl)-2-methoxynicotinamide